Potassium Isostearate C(CCCCCCCCCCCCCCC(C)C)(=O)[O-].[K+]